(tert-butyl)-6-(phenylsulfonyl)-3,6-dihydroimidazo[4,5-d]pyrrolo[2,3-b]pyridin-2(1H)-one C(C)(C)(C)N1C(NC=2C1=C1C(=NC2)N(C=C1)S(=O)(=O)C1=CC=CC=C1)=O